(3-fluoro-2-(1-fluoroethyl)phenyl)-1,3-dioxolane FC=1C(=C(C=CC1)C1OCCO1)C(C)F